(S)-tert-butyl 3-((S)-2-(2-hydroxyphenyl)-6,6a,7,8,9,10-hexahydro-5H-pyrazino[1',2':4,5]pyrazino[2,3-c]pyridazine-8-carbonyl)piperidine-1-carboxylate OC1=C(C=CC=C1)C=1C=C2C(=NN1)NC[C@@H]1N2CCN(C1)C(=O)[C@@H]1CN(CCC1)C(=O)OC(C)(C)C